C1=CC=C2C(=C1)C(=CN2)CCCC(=O)O The molecule is a indol-3-yl carboxylic acid that is butanoic acid carrying a 1H-indol-3-yl substituent at position 1. It has a role as a plant hormone, a plant metabolite and an auxin. It derives from a butyric acid. It is a conjugate acid of an indole-3-butyrate.